C1(CC1)C1=NC=CC=C1C(C#N)N1C[C@@H](CC1)OCCCCC1=NC=2NCCCC2C=C1 2-(2-cyclopropylpyridin-3-yl)-2-((R)-3-(4-(5,6,7,8-tetrahydro-1,8-naphthyridin-2-yl)butoxy)pyrrolidin-1-yl)acetonitrile